C[Si](CCOC(N(C)C[C@@H]1OC[C@@H](CO1)C1=CC2=C(CC(O2)(C)C)C=C1[N+](=O)[O-])=O)(C)C Cis-2-trimethylsilylethyl-N-[[5-(2,2-dimethyl-5-nitro-3H-benzofuran-6-yl)-1,3-dioxan-2-yl]methyl]-N-methyl-carbamate